4-epoxycyclohexyl-ethyl-trimethoxysilane C12C(CC(CC1)CO[Si](OC)(OC)CC)O2